2-(2-(tert-butoxycarbonyl)-2-azaspiro[3.4]octan-5-yl)acetic acid C(C)(C)(C)OC(=O)N1CC2(C1)C(CCC2)CC(=O)O